1-ethyl-N-{7-methoxy-1H,2H,3H-cyclopenta[b]quinolin-9-yl}piperidin-4-amine C(C)N1CCC(CC1)NC1=C2C(=NC=3C=CC(=CC13)OC)CCC2